BrC1=CN2C(S1)=C(C=N2)C(=O)NC=2C(=NC=C(C2)C(NCC2N(CCC2)C)=O)C 2-bromo-N-(2-methyl-5-(((1-methylpyrrolidin-2-yl)methyl)carbamoyl)pyridin-3-yl)pyrazolo[5,1-b]thiazole-7-carboxamide